FC(OC1=CC=C(C=N1)C=1C=CC(N(N1)CC=1SC(=NN1)C1=CC=CC=C1)=O)F 6-(6-(difluoromethoxy)pyridin-3-yl)-2-((5-phenyl-1,3,4-thiadiazol-2-yl)methyl)pyridazin-3(2H)-one